2-[2-hydroxyethyl-[3-(4-pyridyl)propyl]amino]ethanol OCCN(CCO)CCCC1=CC=NC=C1